2-((4-methoxyphenyl)thio)ethan-1-one COC1=CC=C(C=C1)SCC=O